2-(1H-1,2,3-triazol-1-yl)ethane-1-thiol N1(N=NC=C1)CCS